The molecule is an organic heteropentacyclic compound and furan diterpenoid with formula C20H28O3 obtained from the unsaponifiable fraction of coffee oil (a lipid fraction obtained from coffee beans by organic solvent extraction). It has a role as a plant metabolite, an apoptosis inducer, a hypoglycemic agent, an angiogenesis inhibitor, an antineoplastic agent, an antioxidant and an anti-inflammatory agent. It is an organic heteropentacyclic compound, a tertiary alcohol, a diterpenoid, a member of furans and a primary alcohol. C[C@@]12CCC3=C([C@H]1CC[C@]45[C@H]2CC[C@H](C4)[C@](C5)(CO)O)C=CO3